2-(((1-(3-((1-(4-chlorophenyl)-2-oxo-2-(6'-(trifluoromethoxy)spiro[cyclopropane-1,3'-indolin]-1'-yl)ethyl)amino)-5-methoxyphenyl)ethylidene)amino)oxy)-3-methylbutanoic acid ClC1=CC=C(C=C1)C(C(N1CC2(C3=CC=C(C=C13)OC(F)(F)F)CC2)=O)NC=2C=C(C=C(C2)OC)C(C)=NOC(C(=O)O)C(C)C